(thiobis(1-mercaptopropane-3,2-diyl))bis(sulfanediyl)bis(butane-1-thiol) S(CC(CS)SCCCCS)CC(CS)SCCCCS